1-[N,N-bis[2-ethylhexyl]aminomethyl]methylbenzotriazole C(C)C(CN(CC(CCCC)CC)CCN1N=NC2=C1C=CC=C2)CCCC